tert-butyl (R)-(1-(6-bromo-5,7-difluoro-1H-indole-2-carbonyl)pyrrolidin-3-yl)carbamate BrC1=C(C=C2C=C(NC2=C1F)C(=O)N1C[C@@H](CC1)NC(OC(C)(C)C)=O)F